2-Chloro-5-((3R,7R)-3,7-dimethyl-9-((S*)-1-(4-(1-methyl-1H-pyrazol-3-yl)phenyl)ethyl)-10-oxo-1,2,3,4,7,8,9,10-octahydropyrido[4',3':3,4]pyrazolo[1,5-a]pyrazine-2-carbonyl)benzonitrile ClC1=C(C#N)C=C(C=C1)C(=O)N1CC=2C(=NN3C2C(N(C[C@H]3C)[C@@H](C)C3=CC=C(C=C3)C3=NN(C=C3)C)=O)C[C@H]1C |o1:23|